1,5-anhydro-2,4-dideoxy-2-(4-fluoro-6-(4-methoxybenzyl)-5-methyl-1-oxo-1,3-dihydro-2H-isoindol-2-yl)-L-threo-pentitol FC1=C2CN(C(C2=CC(=C1C)CC1=CC=C(C=C1)OC)=O)[C@H]1COCC[C@@H]1O